BrC=1N=CC(=NC1Cl)N 5-bromo-6-chloro-pyrazin-2-amine